(R)-2-((4-Fluorophenyl)amino)-2-oxo-1-phenylethyl 3-amino-6-(1-(1-(tert-butoxycarbonyl)piperidin-4-yl)-1H-pyrazol-4-yl)pyrazine-2-carboxylate NC=1C(=NC(=CN1)C=1C=NN(C1)C1CCN(CC1)C(=O)OC(C)(C)C)C(=O)O[C@@H](C(=O)NC1=CC=C(C=C1)F)C1=CC=CC=C1